NCCOC=1C(=NC(=NC1Cl)Cl)N(CCO)CCC1=CNC2=CC=CC=C12 2-[[5-(2-aminoethoxy)-2,6-dichloro-pyrimidin-4-yl]-[2-(1H-indol-3-yl)ethyl]amino]ethanol